(2-amino-3-(3-(4-(quinoxalin-2-ylmethoxy)benzyl)isoxazol-5-yl)pyridin-1-ium-1-yl)methyl hydrogen phosphate P(=O)(OC[N+]1=C(C(=CC=C1)C1=CC(=NO1)CC1=CC=C(C=C1)OCC1=NC2=CC=CC=C2N=C1)N)(O)[O-]